C(#N)C1=NC2=CC(=CC(=C2C=C1C1=CC=C(C=C1)N1CCN(CC1)C1COC1)[C@@H](C)NC=1C(=NC(=CC1)OC)C(=O)OC)C (R)-methyl 3-((1-(2-cyano-7-methyl-3-(4-(4-(oxetan-3-yl) piperazin-1-yl) phenyl) quinolin-5-yl) ethyl) amino)-6-methoxypicolinate